diisopropyl-ascorbate C(C)(C)C([C@@H]([C@@H]1C(=C(C(=O)O1)O)[O-])O)(O)C(C)C